CC(C(=O)OC/C(=C(/COC(CBr)=O)\Br)/Br)C (2E)-2,3-dibromo-4-[(bromoacetyl)oxy]but-2-en-1-yl 2-methylpropanoate